C(C1=CC=CC=C1)OC(=O)NC1[C@@H]2CN(C[C@H]12)C(=O)[O-] (1R,5S,6s)-6-(((benzyloxy)carbonyl)amino)-3-azabicyclo[3.1.0]hexane-3-carboxylate